CN(CCCOC1=NC=C(C=C1NS(=O)(=O)C1=CC=CC=C1)C1=CC=2C3=C(C=NC2C=C1)N(C(C31CN(C1)C1=CC=CC=C1)=O)C)C N-(2-(3-(Dimethylamino)propoxy)-5-(3'-methyl-2'-oxo-1-phenyl-2',3'-dihydrospiro[azetidine-3,1'-pyrrolo[2,3-c]quinolin]-8'-yl)pyridin-3-yl)benzenesulfonamide